methyl 4-{3-[(tert-butoxycarbonyl)(ethyl)amino]pyrrolidin-1-yl}-2H-indazole-7-carboxylate C(C)(C)(C)OC(=O)N(C1CN(CC1)C=1C2=CNN=C2C(=CC1)C(=O)OC)CC